CN1N=C(C=C1C)NC1=NC=C(C(=N1)C1=CNC2=C(C=CC=C12)NC(CN1C[C@H](CC1)OC1=NC=C(C(=N1)N(C1=CC=CC=C1)C)F)=O)C (S)-N-(3-(2-((1,5-dimethyl-1H-pyrazol-3-yl)amino)-5-methylpyrimidin-4-yl)-1H-indol-7-yl)-2-(3-((5-fluoro-4-(methyl(phenyl)amino)pyrimidin-2-yl)oxy)pyrrolidin-1-yl)acetamide